4-(4-((6-(2-fluoro-3-(1-methylpyrrolidin-2-yl)acrylamido)-7-methoxyquinazolin-4-yl)amino)-5-methoxy-2-methylphenoxy)benzoic acid methyl ester COC(C1=CC=C(C=C1)OC1=C(C=C(C(=C1)OC)NC1=NC=NC2=CC(=C(C=C12)NC(C(=CC1N(CCC1)C)F)=O)OC)C)=O